(2S)-2-(2-Aminoacetamido)-3-phenylpropionic acid trifluoroacetate salt FC(C(=O)O)(F)F.NCC(=O)N[C@H](C(=O)O)CC1=CC=CC=C1